7-[2-(4-aminobutylamino)-2-oxo-ethoxy]-2-(2,6-dioxo-3-piperidyl)-3-oxo-isoindoline-5-sulfonyl fluoride NCCCCNC(COC=1C=C(C=C2C(N(CC12)C1C(NC(CC1)=O)=O)=O)S(=O)(=O)F)=O